tert-Butyl (1S,4S)-5-(4-((4-((2-oxabicyclo[2.1.1]hexan-1-yl)methoxy)-2,3-difluorophenyl)amino)pyrido[3,2-d]pyrimidin-6-yl)-2,5-diazabicyclo[2.2.1]heptane-2-carboxylate C12(OCC(C1)C2)COC2=C(C(=C(C=C2)NC=2C1=C(N=CN2)C=CC(=N1)N1[C@@H]2CN([C@H](C1)C2)C(=O)OC(C)(C)C)F)F